(3-(trifluoromethyl)phenyl)pyrazolo[1,5-a]pyrimidine-5,7-diamine FC(C=1C=C(C=CC1)C1=NN2C(N=C(C=C2N)N)=C1)(F)F